Ethyl (R)-3-(4-((3-(4-(benzofuran-2-yl)phenyl)-1-oxo-1-((4-(trifluoromethyl)phenyl)amino)propan-2-yl)amino)benzamido)propanoate O1C(=CC2=C1C=CC=C2)C2=CC=C(C=C2)C[C@H](C(NC2=CC=C(C=C2)C(F)(F)F)=O)NC2=CC=C(C(=O)NCCC(=O)OCC)C=C2